(6R,7S)-6-((S)-5H-Imidazo[5,1-a]isoindol-5-yl)-4,5,6,7-tetrahydro-1H-indazol-7-ol C=1N=CN2C1C1=CC=CC=C1[C@@H]2[C@H]2CCC=1C=NNC1[C@H]2O